NC1=NC(=C(C(=N1)N(C)CC1=CC=CC=C1)C(=O)O)C=1OC=CC1 2-amino-4-[benzyl-(methyl)amino]-6-(2-furyl)pyrimidine-5-carboxylic acid